8-BROMO-6-CHLORO-3-ISOPROPYLIMIDAZO[1,2-B]PYRIDAZINE BrC=1C=2N(N=C(C1)Cl)C(=CN2)C(C)C